C1(=CC=CC=C1)C1(NC=CC2=CC=CC=C12)C(=O)[O-] 1-phenylisoquinolineformate